N-phenyl-sulfonimidamide C1(=CC=CC=C1)NS(=O)=N